N-methyl-4-aminobenzo[B]thiophene CNC1=CC=CC=2SC=CC21